trichloromethyl (2,4,5,6-tetrahydro-1H-cyclobuta[f]inden-3-yl)carbamate C1CC=2C1=CC=1CCCC1C2NC(OC(Cl)(Cl)Cl)=O